2-(3,5-difluorophenyl)-1-(4-{[1,2,4]triazolo[4,3-b]pyridazin-6-yl}piperazin-1-yl)ethan-1-one FC=1C=C(C=C(C1)F)CC(=O)N1CCN(CC1)C=1C=CC=2N(N1)C=NN2